(2,3-diamino-6-methoxyphenyl)(3,4-dihydroquinolin-1(2H)-yl)methanone NC1=C(C(=CC=C1N)OC)C(=O)N1CCCC2=CC=CC=C12